2-(trans-3,4-Difluoropyrrolidin-1-yl)-8-(1-hydroxyethyl)-3,6-dimethylquinazolin-4(3H)-one F[C@@H]1CN(C[C@H]1F)C1=NC2=C(C=C(C=C2C(N1C)=O)C)C(C)O